N-cyclopropyl-2-(difluoromethoxy)-6-methoxy-4-[7-[6-(trifluoromethyl)pyridazin-3-yl]imidazo[1,2-a]pyridin-3-yl]benzamide C1(CC1)NC(C1=C(C=C(C=C1OC)C1=CN=C2N1C=CC(=C2)C=2N=NC(=CC2)C(F)(F)F)OC(F)F)=O